NC1CCC(CC1)NS(=O)(=O)C1=CC=C(CNC(=O)C=2C=C3C(=NC2)NN=C3)C=C1 1H-Pyrazolo[3,4-b]pyridine-5-carboxylic acid 4-(4-amino-cyclohexylsulfamoyl)-benzylamide